3-(7-fluoro-5-((4-(1-(4-((3S,4R)-7-hydroxy-3-phenylchroman-4-yl)phenyl)piperidin-4-yl)piperazin-1-yl)methyl)-1-oxoisoindolin-2-yl)piperidine-2,6-dione FC=1C=C(C=C2CN(C(C12)=O)C1C(NC(CC1)=O)=O)CN1CCN(CC1)C1CCN(CC1)C1=CC=C(C=C1)[C@H]1[C@H](COC2=CC(=CC=C12)O)C1=CC=CC=C1